N-(1-Adamantylmethyl)-6-[4-[3-[4-(3-hydroxyphenyl)pyrazol-1-yl]-5-(trifluoromethyl)benzoyl]piperazin-1-yl]-N-methylpyridazine-3-carboxamide C12(CC3CC(CC(C1)C3)C2)CN(C(=O)C=2N=NC(=CC2)N2CCN(CC2)C(C2=CC(=CC(=C2)C(F)(F)F)N2N=CC(=C2)C2=CC(=CC=C2)O)=O)C